ClC1=NC(=CC2=C1N=CNC2=O)C(F)(F)F 8-chloro-6-(trifluoromethyl)pyrido[3,4-d]pyrimidin-4(3H)-one